(S)-2-amino-3-(3-(2-(6-(4-chlorophenyl)imidazo[1,2-b]pyridazin-2-yl)acetamido)phenyl)propanoic acid N[C@H](C(=O)O)CC1=CC(=CC=C1)NC(CC=1N=C2N(N=C(C=C2)C2=CC=C(C=C2)Cl)C1)=O